3,4'-dimethyl-biphenyl CC=1C=C(C=CC1)C1=CC=C(C=C1)C